(S)-1-(3-(8-amino-1-(naphthalen-2-yl)imidazo[1,5-a]pyrazin-3-yl)pyrrolidin-1-yl)prop-2-en-1-one NC=1C=2N(C=CN1)C(=NC2C2=CC1=CC=CC=C1C=C2)[C@@H]2CN(CC2)C(C=C)=O